(3-(1,2-dihydroxyethyl)-1-trityl-1H-pyrazolo[4,3-c]pyridin-6-yl)acetamide OC(CO)C1=NN(C2=C1C=NC(=C2)CC(=O)N)C(C2=CC=CC=C2)(C2=CC=CC=C2)C2=CC=CC=C2